3,4-dihydro-beta-carboline oxide C1=[N+](CCC=2C3=CC=CC=C3NC12)[O-]